ClC1=C(OC2=NC=CC3=CC(=CC(=C23)O[C@H](C(F)(F)F)C)N2N=C(N(C2=O)CC)CO)C=C(C=C1)C (S)-2-(1-(2-Chloro-5-methylphenoxy)-8-((1,1,1-trifluoropropan-2-yl)oxy)isoquinolin-6-yl)-4-ethyl-5-(hydroxymethyl)-2,4-dihydro-3H-1,2,4-triazol-3-one